C1CCC2=C(C=3CCCC3C=C12)NC(=O)NS(=O)(=O)C1=CC2=C(O1)CCCCC2(C)O N-((1,2,3,5,6,7-hexahydro-s-indacen-4-yl)carbamoyl)-4-hydroxy-4-methyl-5,6,7,8-tetrahydro-4H-cyclohepta[b]furan-2-sulfonamide